6-(7,8-dimethyl-[1,2,4]triazolo[4,3-b]pyridazin-6-yl)-2,3-dimethyl-5,6,7,8-tetrahydro-1,6-naphthyridine CC1=C(C=2N(N=C1N1CC=3C=C(C(=NC3CC1)C)C)C=NN2)C